BrC=1C(=C(C=C(C1)F)C1=CC=CC=C1)F bromo-2,5-difluoro-1,1'-biphenyl